C(C)N1C=2N(C(N=C(C2N=C1CC#N)N1[C@H](CN[C@@H](C1)CC)C)=O)C 2-(9-ethyl-6-((2S,5R)-5-ethyl-2-methylpiperazin-1-yl)-3-methyl-2-oxo-3,9-dihydro-2H-purin-8-yl)acetonitrile